2-(5-bromo-2-(((tert-butoxycarbonyl)amino)methyl)benzofuran-7-yl)acetic acid BrC=1C=C(C2=C(C=C(O2)CNC(=O)OC(C)(C)C)C1)CC(=O)O